tert-butyl (3S)-3-[(1R)-2-[[4-(cyclobutylamino)pyridine-2-carbonyl]amino]-1-hydroxy-ethyl]-7-hydroxy-3,4-dihydro-1H-isoquinoline-2-carboxylate C1(CCC1)NC1=CC(=NC=C1)C(=O)NC[C@@H](O)[C@H]1N(CC2=CC(=CC=C2C1)O)C(=O)OC(C)(C)C